OCC1=C(C=CC=C1C(F)(F)F)F 2-(hydroxymethyl)-1-fluoro-3-trifluoromethylbenzene